COC=1C=C2C(=CC=NC2=CC1OC)N1CCN(CC1)C(=O)OC(C)(C)C tert-butyl 4-(6,7-dimethoxyquinolin-4-yl)piperazine-1-carboxylate